(S)-4-(((R)-tert-butylsulfinyl)amino)-2-thia-8-azaspiro[4.5]decane-8-carboxylic acid tert-butyl ester 2,2-dioxide C(C)(C)(C)OC(=O)N1CCC2([C@@H](CS(C2)(=O)=O)N[S@](=O)C(C)(C)C)CC1